FC1(CC2(C1)C[C@@H](N(CC2)CC2=C1C=CN(C1=C(C=C2OC)C)C(=O)OC(C)(C)C)C=2C=CC(=C1C=CNC21)C(=O)OC)F tert-butyl 4-{[(6R)-2,2-difluoro-6-[4-(methoxycarbonyl)-1H-indol-7-yl]-7-azaspiro[3.5]nonan-7-yl]methyl}-5-methoxy-7-methylindole-1-carboxylate